ClC=1C=C(C=C(C1)Cl)C=1N=C(NC1C1=CC=CC=C1)CC1=CSC=C1 4-(3,5-Dichlorophenyl)-5-phenyl-2-(3-thienylmethyl)imidazole